4-(2-(2-methyl-3-oxocyclopent-1-en-1-yl)-6,7-dihydro-5H-cyclopenta[d]pyrimidin-4-yl)benzamide CC1=C(CCC1=O)C=1N=C(C2=C(N1)CCC2)C2=CC=C(C(=O)N)C=C2